C1(CC1)N1CCN(CC1)C=1C(=CC2=C(C(C=3NC4=CC(=CC=C4C3C2=O)C#C)(C)C)C1)CC 8-(4-cyclopropylpiperazin-1-yl)-9-ethyl-3-ethynyl-6,6-dimethyl-5,6-dihydro-11H-benzo[b]carbazol-11-one